ClC1=C2C(=NC=C1C1OCCO1)N(C(=C2)CN2CCOCC2)S(=O)(=O)C2=CC=CC=C2 4-((4-chloro-5-(1,3-dioxolan-2-yl)-1-(phenylsulfonyl)-1H-pyrrolo[2,3-b]pyridin-2-yl)methyl)morpholine